FC(C(C(C(F)(F)F)(F)F)(F)F)(F)F perfluorobutyl-fluorine